FC(C(CC(O)C1=CC=CC=C1)O)(F)F 1,1,1-trifluoro-4-phenyl-2,4-butandiol